CC1=CC=C(C=C1)C=1C(=NC(=NC1)NCC1CCNCC1)C1=CC=C(C#N)C=C1 4-[5-(4-methylphenyl)-2-[(piperidin-4-ylmethyl)amino]pyrimidin-4-yl]benzonitrile